OC1=C(C=CC(=C1)OC)C1=CC=CC(=C1)C1=CC=CC=C1 2-(2-hydroxy-4-methoxyphenyl)-4,6-biphenyl